NC=1C(=CC(=C(C(=O)OC)C1)F)Br methyl 5-amino-4-bromo-2-fluorobenzoate